ICC#COC(NCCCC)=O 3-iodopropynyl-N-butylcarbamate